ClC1=CN=C2N1C=C(N=C2N2[C@H](CC2)C)C=2C=NN(C2)[C@H]2[C@@H](CN(C2)C)O Trans-4-[4-[3-chloro-8-[(2S)-2-methylazetidin-1-yl]imidazo[1,2-a]pyrazin-6-yl]pyrazol-1-yl]-1-methyl-pyrrolidin-3-ol